C(C)(C)(C)OC(=O)N1CCC(C(CC1)=O)Br 4-bromo-5-oxoazepane-1-Carboxylic acid tert-butyl ester